O[C@@H]1[C@@H](CCC1)NS(=O)(=O)C1=CC(=CC=C1)C N-((1R,2S)-2-hydroxycyclopentyl)-3-methylbenzenesulfonamide